N-(5-(2-(3,3-dimethylazetidin-1-yl)acetamido)-2-methylpyridin-3-yl)-2-(1-(2-hydroxyethyl)-1H-pyrazol-4-yl)pyrazolo[5,1-b]thiazole-7-carboxamide CC1(CN(C1)CC(=O)NC=1C=C(C(=NC1)C)NC(=O)C=1C=NN2C1SC(=C2)C=2C=NN(C2)CCO)C